1-(2-(benzylamino)-2-oxoethyl)-1-(2-((2-((2-((tert-butoxycarbonyl)(methyl)amino)ethyl)carbamoyl)-4-methylthiophen-3-yl)amino)-2-oxoethyl)azepan-1-ium C(C1=CC=CC=C1)NC(C[N+]1(CCCCCC1)CC(=O)NC1=C(SC=C1C)C(NCCN(C)C(=O)OC(C)(C)C)=O)=O